1-[4-(1,3-benzoxazol-2-yloxy)-3-methoxyphenyl]pentan-3-one O1C(=NC2=C1C=CC=C2)OC2=C(C=C(C=C2)CCC(CC)=O)OC